(2R)-2-(6-{5-chloro-2-[(oxacyclohex-4-yl)amino]pyrimidin-4-yl}-1-oxo-2,3-dihydro-1H-isoindol-2-yl)-N-[(1S)-2-hydroxy-1-{imidazo[1,2-a]pyridin-7-yl}ethyl]propionamide ClC=1C(=NC(=NC1)NC1CCOCC1)C1=CC=C2CN(C(C2=C1)=O)[C@@H](C(=O)N[C@H](CO)C1=CC=2N(C=C1)C=CN2)C